1-[4-[tert-butyl(dimethyl)silyl]oxy-5-[(hexadecylamino)oxymethyl]-3-methoxy-tetrahydrofuran-2-yl]pyrimidine-2,4-dione [Si](C)(C)(C(C)(C)C)OC1C(C(OC1CONCCCCCCCCCCCCCCCC)N1C(NC(C=C1)=O)=O)OC